BrC=1C=C(C2=C(N(N=N2)C(C)C2=C(C=C(C=C2)Cl)Cl)C1)C1CC1 6-bromo-4-cyclopropyl-1-(1-(2,4-dichlorophenyl)ethyl)-1H-benzo[d][1,2,3]triazole